N[C@@H](CC#N)CC1=C(C2=NC(=CC(=C2S1)NCC=1OC=CC1)Cl)C (3S)-3-amino-4-(5-chloro-7-([(furan-2-yl)methyl]amino)-3-methylthieno[3,2-b]pyridin-2-yl)butanenitrile